Cl.O1CCOCC1 dioxane-hydrochloride